tert-butyl 8-oxo-2,6,9-triazaspiro[4.5]decane-2-carboxylate O=C1CNC2(CCN(C2)C(=O)OC(C)(C)C)CN1